COC1=NC=C(C(=N1)OC)C=1C=C(C=2N(N1)C=CN2)N2C[C@@H](C(C2)(F)F)O (3S)-1-[6-(2,4-dimethoxypyrimidin-5-yl)imidazo[1,2-b]pyridazin-8-yl]-4,4-difluoro-pyrrolidin-3-ol